CC(CC1=CC=CC=C1)(CC)C 2,2-dimethylbutylbenzene